N-(5-((2-(2,2-dimethylpyrrolidin-1-yl)ethyl)carbamoyl)-2-methyl-pyridin-3-yl)-2-(pyridin-4-yl)pyrazolo[5,1-b]thiazole-7-carboxamide CC1(N(CCC1)CCNC(=O)C=1C=C(C(=NC1)C)NC(=O)C=1C=NN2C1SC(=C2)C2=CC=NC=C2)C